BrC=1CCCC2=C(C1C1=CC=C(C=C1)C(O)C1CN(CC1)CCC(F)F)C=CC(=C2)C(=O)OC Methyl 8-bromo-9-(4-((1-(3,3-difluoropropyl)pyrrolidin-3-yl)(hydroxy)methyl)phenyl)-6,7-dihydro-5H-benzo[7]annulene-3-carboxylate